6-(aminomethyl)pyridinecarboxylic acid ethyl ester hydrochloride Cl.C(C)OC(=O)C1=NC(=CC=C1)CN